8-(tert-butyl) 1-methyl 2-oxo-8-azaspiro[4.6]undecane-1,8-dicarboxylate O=C1C(C2(CC1)CCN(CCC2)C(=O)OC(C)(C)C)C(=O)OC